COC(=O)N[C@@H](C(C)C)C(=O)N1[C@@H](CC[C@@H]1C)C(=O)OCC ethyl (2S,5S)-1-((methoxycarbonyl)-L-valyl)-5-methylpyrrolidine-2-carboxylate